N-(1-(3-bromophenyl)-2-methylpropan-2-yl)-6-nitropyridin-3-amine BrC=1C=C(C=CC1)CC(C)(C)NC=1C=NC(=CC1)[N+](=O)[O-]